ClC=1C=CC(=C(C1)C=1C=C(C=2OCCNC2N1)NC1=CC(=NC=C1)N)F N4-[6-(5-chloro-2-fluorophenyl)-2H,3H,4H-pyrido[3,2-b][1,4]oxazin-8-yl]pyridine-2,4-diamine